tert-butyl 4-(4-(2-ethoxy-2-oxoethyl)-5-ethyl-2-(2-methoxypyridin-4-yl)-7-oxo-4,7-dihydro-[1,2,4]triazolo[1,5-a]pyrimidin-6-yl)piperazine-1-carboxylate C(C)OC(CN1C=2N(C(C(=C1CC)N1CCN(CC1)C(=O)OC(C)(C)C)=O)N=C(N2)C2=CC(=NC=C2)OC)=O